2-(4-(1,1-difluoropentyl)phenyl)-N-hydroxyacetamidine FC(CCCC)(F)C1=CC=C(C=C1)CC(=N)NO